N-(2-(3-((2-methoxy-4-(methylsulfonyl)phenyl)amino)prop-1-yn-1-yl)-3-(2,2,2-trifluoroethyl)benzo[b]thiophen-7-yl)-7-azaspiro[3.5]nonan-2-amine COC1=C(C=CC(=C1)S(=O)(=O)C)NCC#CC1=C(C2=C(S1)C(=CC=C2)NC2CC1(C2)CCNCC1)CC(F)(F)F